(3-tert-butyl-isoxazol-5-yl)-carbamic acid phenyl ester C1(=CC=CC=C1)OC(NC1=CC(=NO1)C(C)(C)C)=O